O=C1C(=CC=NN1)C(=O)[O-] 6-oxo-1H-pyridazine-5-carboxylate